C1=CNN=C1 DIAZOLE